7-Benzyl-N2-(2-methoxyphenyl)-5,6,7,8-tetrahydropyrido[3,4-d]pyrimidine-2,4-diamine C(C1=CC=CC=C1)N1CC=2N=C(N=C(C2CC1)N)NC1=C(C=CC=C1)OC